thiazole-2-carbohydrazide S1C(=NC=C1)C(=O)NN